3-(5-(1-(4-Methyl-1H-indole-2-carbonyl)piperidin-4-yl)-1-oxoisoindolin-2-yl)piperidine-2,6-dione CC1=C2C=C(NC2=CC=C1)C(=O)N1CCC(CC1)C=1C=C2CN(C(C2=CC1)=O)C1C(NC(CC1)=O)=O